C(C)(C)(C)OC(=O)N1CCC(CC1)CN1CCN(CC1)C=1C=NC=C(C1)Br 4-((4-(5-bromopyridin-3-yl)piperazin-1-yl)methyl)piperidine-1-carboxylic acid tert-butyl ester